3-((Benzyloxy)carbonyl)benzoic acid C(C1=CC=CC=C1)OC(=O)C=1C=C(C(=O)O)C=CC1